(2R,3R)-3-((1-(4-chlorophenyl)-1H-1,2,3-triazol-4-yl)-methoxy)-2-(2,4-difluorophenyl)-1-(1H-1,2,4-triazol-1-yl)butan-2-ol ClC1=CC=C(C=C1)N1N=NC(=C1)CO[C@@H]([C@@](CN1N=CN=C1)(O)C1=C(C=C(C=C1)F)F)C